C1(CC1)N1C(C2CCC(C1)N2C(=O)OC(C)(C)C)=O tert-butyl 3-cyclopropyl-2-oxo-3,8-diazabicyclo[3.2.1]octane-8-carboxylate